ammonium hexadecanedicarboxylate C(CCCCCCCCCCCCCCC)(C(=O)[O-])C(=O)[O-].[NH4+].[NH4+]